(3-(1-cyclohexyl-2,5-dioxo-3-propylimidazolin-4-yl)propionylamino)-N-hydroxybenzamide C1(CCCCC1)N1C(N(C(C1=O)CCC(=O)NC1=C(C(=O)NO)C=CC=C1)CCC)=O